FC(CN1CCC(CC1)COC1=CC=2N(C=C1)C(=CN2)C2=CC(=NC=N2)NCC2=CC=C(C=C2)C2=NN(N=C2)C)F (6-{7-[1-(2,2-difluoro-ethyl)-piperidin-4-ylmethoxy]-imidazo[1,2-a]pyridin-3-yl}-pyrimidin-4-yl)-[4-(2-methyl-2H-[1,2,3]triazol-4-yl)-benzyl]-amine